7-(5-methyl-3-(1-((1-methylcyclopentyl)methyl)-1H-pyrazol-4-yl)pyridin-2-yl)imidazo[1,2-a]pyridine CC=1C=C(C(=NC1)C1=CC=2N(C=C1)C=CN2)C=2C=NN(C2)CC2(CCCC2)C